(4S)-4-ethyl-4-hydroxy-7,8-dihydro-1H-pyrano[3,4-f]indolizine-3,6,10(4H)-trione C(C)[C@]1(C(OCC=2C(N3CCC(C3=CC21)=O)=O)=O)O